C(C=C)(=O)N1CCC(CC1)OC=1C(=CC=2C3=C(N(C(NC13)=O)C1=C(C(=C(C=C1)Cl)Cl)F)N=CN2)OC 9-((1-acryloylpiperidin-4-yl)oxy)-3-(3,4-dichloro-2-fluorophenyl)-8-methoxy-1H-pyrimido[4,5,6-de]quinazolin-2(3H)-one